BrC1=C(C(=CC(=C1)Cl)C(NC1CC1)=O)NC(=O)C1(CCOCC1)C N-(2-bromo-4-chloro-6-(cyclopropylcarbamoyl)phenyl)-4-methyltetrahydro-2H-pyran-4-carboxamide